dimethylsilyl-bipyrene C[SiH](C)C1=C(C2=CC=C3C=CC=C4C=CC(=C1)C2=C43)C4=CC=C3C=CC2=CC=CC1=CC=C4C3=C21